bis(carboxymethyl)-1,4,8,11-tetraazabicyclo[6.6.2]-hexadecan C(=O)(O)CN1CCN2CCCN(CCN(CCC1)CC2)CC(=O)O